C[C@@H]1CN(C[C@@H](O1)C)C(=O)C=1C2=C(N(N1)CC(=O)N1CCN(CC1)C1=CC=C(C=C1)F)CCC2 2-{3-[(2R,6S)-2,6-Dimethylmorpholin-4-carbonyl]-5,6-dihydrocyclopenta[c]pyrazol-1(4H)-yl}-1-[4-(4-fluorophenyl)piperazin-1-yl]ethan-1-on